C(C)(C)(C)OC(=O)N1C[C@H](CCC1)O (S)-1-tert-butyloxycarbonyl-3-hydroxypiperidine